C(C)OC(=O)C=1C(=NC(=CC1Cl)C1=CC=C(C=C1)C(C)(C)C)C 6-(4-tert-butylphenyl)-4-chloro-2-methyl-pyridine-3-carboxylic acid ethyl ester